(E)-2,2'-((2-(((1,3-dihydroxypropane-2-yl)oxy)methyl)-2-((4-(3,5-dimethoxystyryl)phenoxy)methyl)propane-1,3-diyl)bis(oxy))bis(propane-1,3-diol) OCC(CO)OCC(COC(CO)CO)(COC(CO)CO)COC1=CC=C(C=C1)\C=C\C1=CC(=CC(=C1)OC)OC